FC(C1=NN=C(O1)C1=CC=C(CN2N=C(N=N2)C=2C=CC(=NC2)N)C=C1)F 5-(2-(4-(5-(difluoromethyl)-1,3,4-oxadiazol-2-yl)benzyl)-2H-tetrazol-5-yl)pyridin-2-amine